3-(4-methylphenyl)propan-1-amine CC1=CC=C(C=C1)CCCN